FC1(CN(CC1)CC=1C=C(C=NC1)N1N=C(C2=CC=CC=C12)C#CC1=CSC=C1)F (5-((3,3-difluoropyrrolidin-1-yl)methyl)pyridin-3-yl)-3-(thiophen-3-ylethynyl)-1H-indazole